4,5α-Epoxy-3-hydroxy-17-methyl-6-morphinanon OC=1C=CC=2C[C@@H]3[C@@H]4CCC([C@H]5[C@@]4(C2C1O5)CCN3C)=O